C(C)(C)N(CCCCCN)C(C)C 5-(diisopropylamino)pentylamine